(S)-1-amino-4-(4-((4-phenylpyridin-2-yl)carbamoyl)phenyl)-2-(piperidin-2-yl)-1H-imidazole-5-carboxamide NN1C(=NC(=C1C(=O)N)C1=CC=C(C=C1)C(NC1=NC=CC(=C1)C1=CC=CC=C1)=O)[C@H]1NCCCC1